2-(4,6-bis(2,4-dimethylphenyl)1,3,5-triazine-2-yl)5-octyloxyphenol CC1=C(C=CC(=C1)C)C1=NC(=NC(=N1)C1=C(C=C(C=C1)C)C)C1=C(C=C(C=C1)OCCCCCCCC)O